CC1=C(N=C(C=2N1N=CN2)N2[C@H](CC2)C)C=2C=NN(C2)C2CN(C2)C 5-methyl-8-[(2S)-2-methylazetidin-1-yl]-6-[1-(1-methylazetidin-3-yl)pyrazol-4-yl]-[1,2,4]triazolo[1,5-a]pyrazine